N-(2-hydroxyethyl)-4-(4,4,5,5-tetramethyl-1,3,2-dioxaborolan-2-yl)benzamide OCCNC(C1=CC=C(C=C1)B1OC(C(O1)(C)C)(C)C)=O